(3E)-4-amino-1-tert-butyl-pyrazolo[3,4-d]pyrimidine-3-carbaldehyde oxime NC1=C2C(=NC=N1)N(N=C2C=NO)C(C)(C)C